NC1=C(C(=C(C(=C1C)N)C)S)Cl 2,4-diamino-3,5-dimethyl-sulfanylchlorobenzene